CC1=C(C(=CC=C1)C)C1=NC=2NS(C3=CC=CC(C(N([C@@H]4CNC[C@H]4OC(=C1)N2)CC)=O)=C3)(=O)=O (3R,7R)-19-(2,6-dimethylphenyl)-8-ethyl-2-oxa-15λ6-thia-5,8,16,18,21-pentaazatetracyclo[15.3.1.110,14.03,7]docosa-1(20),10(22),11,13,17(21),18-hexaene-9,15,15-trione